FC=1C=CCC(C1)=O 5-fluorobenzeneOne